2,6-dichloro-N-(4-tolyl)benzenesulfonamide ClC1=C(C(=CC=C1)Cl)S(=O)(=O)NC1=CC=C(C=C1)C